C1=CC=CC=2OC3=C(OC21)C=CC=C3 Dibenzo[1,4]dioxin